OC1N(CCC1)C(CCCC)=O 1-(hydroxypyrrolidin-1-yl)pentan-1-one